(1r,4r)-2'-(2-anilinoethyl)-4-(3-chloroanilino)spiro[cyclohexane-1,1'-indene]-4-carboxylic acid N(C1=CC=CC=C1)CCC=1C2(C3=CC=CC=C3C1)CCC(CC2)(C(=O)O)NC2=CC(=CC=C2)Cl